[4-(1-methyl-1-piperazin-1-yl-ethyl)phenyl]methanol CC(C)(N1CCNCC1)C1=CC=C(C=C1)CO